methyl 1'-[2-(4-chlorophenyl)acetyl]-2-oxospiro[indoline-3,4'-piperidine]-5-carboxylate ClC1=CC=C(C=C1)CC(=O)N1CCC2(CC1)C(NC1=CC=C(C=C12)C(=O)OC)=O